C1(CC1)C1=NC(=NC(=C1)OCC=1C=NC(=C(C1)F)C=1N(C=C(N1)C(F)(F)F)C)C=1C(=NC=NC1OC)C1CC1 4-cyclopropyl-2-(4-cyclopropyl-6-methoxy-pyrimidin-5-yl)-6-[[5-fluoro-6-[1-methyl-4-(trifluoromethyl)imidazol-2-yl]-3-pyridyl]methoxy]pyrimidine